NCCC=1C=CC(=NC1)C1=C(C=C(C#N)C=C1)OC=1N(N=C(C1)N(CC)CC)C 4-[5-(2-aminoethyl)pyridin-2-yl]-3-[5-(diethylamino)-2-methylpyrazol-3-yl]oxybenzonitrile